3-(2-aminoethyl)aminopropyltrimethylsilane NCCNCCC[Si](C)(C)C